[N+](=O)(O)[O-].C1(=CC=CC=C1)N1C(C=C(C=C1C1=CC=CC=C1)C1=CC=CC=C1)C1=CC=CC=C1 1,2,4,6-tetraphenyl-pyridine nitrate